CC1=NN(C(=C1)C)CCN(CCC(C(=O)O)NC(CC(CC)CC)=O)CCCCC1=NC=2NCCCC2C=C1 4-[2-(3,5-dimethylpyrazol-1-yl)ethyl-[4-(5,6,7,8-tetrahydro-1,8-naphthyridin-2-yl)butyl]amino]-2-(3-ethylpentanoylamino)butanoic acid